2-((6-((3,4-dihydroisoquinolin-2(1H)-yl)methyl)-4-oxo-4H-pyran-3-yl)oxy)-7-azaspiro[3.5]nonane-7-carboxylic acid tert-butyl ester C(C)(C)(C)OC(=O)N1CCC2(CC(C2)OC2=COC(=CC2=O)CN2CC3=CC=CC=C3CC2)CC1